N-[3,5-dichloro-2-[(2S)-tetrahydropyran-2-yl]thieno[3,2-b]pyridin-7-yl]-N-[(2-fluorophenyl)methyl]carbamic acid tert-butyl ester C(C)(C)(C)OC(N(CC1=C(C=CC=C1)F)C1=C2C(=NC(=C1)Cl)C(=C(S2)[C@H]2OCCCC2)Cl)=O